4-bromo-7-methylbenzofuran-6-carboxylic acid methyl ester COC(=O)C1=C(C2=C(C=CO2)C(=C1)Br)C